tert-butyl (3r,5s)-4-(2-((4-(2,4-dioxotetrahydropyrimidin-1(2H)-yl) pyridin-2-yl) amino)-2-oxoethyl)-3,5-dimethylpiperazine-1-carboxylate O=C1N(CCC(N1)=O)C1=CC(=NC=C1)NC(CN1[C@@H](CN(C[C@@H]1C)C(=O)OC(C)(C)C)C)=O